3-[4-[[4-(3-thienyl)triazol-1-yl]methyl]phenyl]-5-(trifluoromethyl)-1,2,4-oxadiazole S1C=C(C=C1)C=1N=NN(C1)CC1=CC=C(C=C1)C1=NOC(=N1)C(F)(F)F